(1r,3r)-3-(3-(6-(3-methylisoxazol-5-yl)pyrrolo[1,2-b]pyridazin-4-yl)-3,8-diazabicyclo[3.2.1]oct-8-yl)cyclobutane-1-carbonitrile CC1=NOC(=C1)C=1C=C2N(N=CC=C2N2C[C@H]3CCC(C2)N3C3CC(C3)C#N)C1